C(CC)N(/C(=C/C(=O)OCC)/C1=CC=CC=C1)CCC ethyl (E)-3-(dipropylamino)-3-phenylacrylate